4-(3-ethylphenyl)-1,4-benzoxazine C(C)C=1C=C(C=CC1)N1C=COC2=C1C=CC=C2